N-((10S,13S)-10-(4-(dipropylamino)butyl)-1,1,1-trifluoro-14-methyl-6,9,12-trioxo-3-oxa-5,8,11-triaza-pentadecan-13-yl)-6-(2-(methylsulfonyl)pyrimidin-5-yl)hex-5-ynamide C(CC)N(CCCC[C@@H](C(NCC(NCOCC(F)(F)F)=O)=O)NC([C@H](C(C)C)NC(CCCC#CC=1C=NC(=NC1)S(=O)(=O)C)=O)=O)CCC